N-((2,6-dihydroxy-3'-methyl-4-pentyl-[1,1'-biphenyl]-3-yl)sulfonyl)-2-(furan-2-yl)acetamide OC1=C(C(=CC(=C1S(=O)(=O)NC(CC=1OC=CC1)=O)CCCCC)O)C1=CC(=CC=C1)C